tert-butyl (5-((4-(2-fluoro-4-(1-((4-fluorophenyl)carbamoyl)cyclopropane-1-carboxamido)phenoxy)-6-methoxyquinolin-7-yl)oxy)pentyl)carbamate FC1=C(OC2=CC=NC3=CC(=C(C=C23)OC)OCCCCCNC(OC(C)(C)C)=O)C=CC(=C1)NC(=O)C1(CC1)C(NC1=CC=C(C=C1)F)=O